tert-Butyl ((1R,5S,6s)-3-(8-acetyl-3,6-dimethyl-4-oxo-3,4-dihydroquinazolin-2-yl)-3-azabicyclo[3.1.0]hexan-6-yl)carbamate C(C)(=O)C=1C=C(C=C2C(N(C(=NC12)N1C[C@@H]2C([C@@H]2C1)NC(OC(C)(C)C)=O)C)=O)C